(R)-6-(2-hydroxybutoxy)-4-(6-(piperazin-1-yl)pyridin-3-yl)pyrazolo[1,5-a]pyridine-3-carbonitrile hydrochloride Cl.O[C@@H](COC=1C=C(C=2N(C1)N=CC2C#N)C=2C=NC(=CC2)N2CCNCC2)CC